ethyl 8-{(1H-imidazole-1-carbonyl)[(1r,3r)-3-(2-methoxy-2-oxoethyl)cyclobutyl]amino}octanoate N1(C=NC=C1)C(=O)N(CCCCCCCC(=O)OCC)C1CC(C1)CC(=O)OC